S(=O)(=O)(O)CCCC[N+]1=C(C(C2=CC=CC=C12)(C)C)C 1-(4-sulfobutyl)-2,3,3-trimethylindolium